(2-((1R,2S,4S)-bicyclo[2.2.1]hept-2-yloxy)phenyl)methylamine [C@@H]12[C@H](C[C@@H](CC1)C2)OC2=C(C=CC=C2)CN